1-(3-(azepan-1-yl)propyl)-3-(2-(4-ethylpiperazin-1-yl)-4-methylquinolin-6-yl)urea N1(CCCCCC1)CCCNC(=O)NC=1C=C2C(=CC(=NC2=CC1)N1CCN(CC1)CC)C